FC1=CC=C2C=NNC2=C1 6-fluoro-1H-indazole